FC(OC1=C(C=C(C=C1)C)N1N=C(C=2C=NC(=CC21)C=2C=NN1C2N=CC=C1)C)F 1-(2-(difluoromethoxy)-5-methylphenyl)-3-methyl-6-(pyrazolo[1,5-a]pyrimidin-3-yl)-1H-pyrazolo[4,3-c]pyridine